1-(aminomethyl)cyclopropan-1-carbonitrile NCC1(CC1)C#N